4-(aminomethyl)-2-(2,6-dioxo(3-piperidyl))-isoindoline-1,3-dione NCC1=C2C(N(C(C2=CC=C1)=O)C1C(NC(CC1)=O)=O)=O